C(C)(=O)N1CC(C1)C1=NN(C2=CC=CC=C12)CC(=O)NCC(=O)NCC(=O)O (2-(3-(1-acetylazetidin-3-yl)-1H-indazol-1-yl)acetyl)glycylglycine